C[C@@H]1CN(C(=CC1)C=1C=CC2=C(N(N=C2C1)C1CCN(CC1)C)C)C(=O)OC(C)(C)C tert-butyl (3S)-3-methyl-6-[3-methyl-2-(1-methyl-4-piperidyl)indazol-6-yl]-3,4-dihydro-2H-pyridine-1-carboxylate